FC=1C=C(C=NC1N1C=NC(=C1)N1CCOCC1)NC(CN1N=C(C=C1C)C(F)(F)F)=O N-(5-fluoro-6-(4-morpholino-1H-imidazol-1-yl)pyridin-3-yl)-2-(5-methyl-3-(trifluoromethyl)-1H-pyrazol-1-yl)acetamide